C(C1=CC=CC=C1)O[C@@H]1C(CO[C@@H]([C@@H]1OCC1=CC=CC=C1)COCC1=CC=CC=C1)C(=O)O (4R,5R,6R)-4,5-bis(benzyloxy)-6-[(benzyloxy)methyl]oxane-3-carboxylic acid